2-(4-methoxybenzyl)-3,4-dihydro-2H-benzo[e][1,2]thiazine 1,1-dioxide COC1=CC=C(CN2S(C3=C(CC2)C=CC=C3)(=O)=O)C=C1